N-(4-methoxy-1-((4-(N-(2-methyl-1-morpholinopropan-2-yl)sulfamoyl)phenyl)amino)-1-oxobutan-2-yl)benzamide COCCC(C(=O)NC1=CC=C(C=C1)S(NC(CN1CCOCC1)(C)C)(=O)=O)NC(C1=CC=CC=C1)=O